CN1N=CC(=C1)S(=O)(=O)N methyl-1H-pyrazole-4-sulfonamide